CS(=O)(=O)C1=NC(=NC(=C1)C=1SC=CC1)N 4-(methylsulfonyl)-6-(thiophen-2-yl)pyrimidin-2-amine